ClC1=NC=CC(=C1)C(CNC(=O)[C@@H]1[C@H](C1)C1=CC=CC=C1)(C)OC (1S,2S)-N-[2-(2-chloro-4-pyridyl)-2-methoxy-propyl]-2-phenyl-cyclopropanecarboxamide